ethyl 6-(1-cyano-1-methyl-ethyl)imidazo[1,2-a]pyridine-2-carboxylate C(#N)C(C)(C)C=1C=CC=2N(C1)C=C(N2)C(=O)OCC